technetium methylene bisphosphonate P(OCOP([O-])=O)([O-])=O.[Tc+4].C(OP([O-])=O)OP([O-])=O